3-benzyl-bisnaphthopyran C(C1=CC=CC=C1)C1=CC=C2C=CC3=C(COC4=C3C3=CC=CC=C3C=C4)C2=C1